FC=1C(=CC(=C2CNC(C12)=O)C(F)(F)F)CN1C[C@H](CCC1)C 7-fluoro-6-{[(3S)-3-methylpiperidin-1-yl]methyl}-4-(trifluoromethyl)-2,3-dihydro-1H-isoindol-1-one